ClC1=NC(=C(C(=O)N)C=C1)N1CCC(CCC1)(F)F 6-chloro-2-(4,4-difluoroazepan-1-yl)nicotinamide